C(C)(C)(CC)N=[Ta](N(C)C)(N(C)C)N(C)C t-amyliminotris(dimethylamino)tantalum